OCCN(CCC(=O)OCC)CCC(=O)OCC N-(2-hydroxyethyl)bis[2-(ethoxycarbonyl)ethyl]amine